2-Sulfanylacetate SCC(=O)[O-]